FC1=NN(C=C1C1=C(C=2C(=NC=C3C2N(C(N3C([2H])([2H])[2H])=O)[C@H]3C[C@@H](CC3)NC(OC)=O)N1)C1=CC=C(C=C1)F)C([2H])([2H])[2H] methyl ((1R,3R)-3-(7-(3-fluoro-1-(methyl-d3)-1H-pyrazol-4-yl)-8-(4-fluorophenyl)-3-(methyl-d3)-2-oxo-3,6-dihydroimidazo[4,5-d]pyrrolo[2,3-b]pyridin-1(2H)-yl)cyclopentyl)carbamate